FC(C(F)(F)[NH3+])(CCCCCCCCCC(F)(F)F)F Heptafluorododecyl-ammonium